NC1=NC2=CC(=CC=C2C=N1)C=1C=C(C=C(C1)OC)NC(C=C)=O N-[3-(2-aminoquinazolin-7-yl)-5-methoxyphenyl]prop-2-enamide